3-(5-cyclopropyl-1,3,4-oxadiazol-2-yl)-4-((4-(trifluoromethyl)phenyl)amino)benzoic acid C1(CC1)C1=NN=C(O1)C=1C=C(C(=O)O)C=CC1NC1=CC=C(C=C1)C(F)(F)F